(Z)-tert-butyl (tert-butoxycarbonylamino)(2-(6-chloro-4-(3,4-dichlorophenyl)-9H-carbazol-1-ylamino)ethylamino)methylenecarbamate C(C)(C)(C)OC(=O)N\C(\NCCNC1=CC=C(C=2C3=CC(=CC=C3NC12)Cl)C1=CC(=C(C=C1)Cl)Cl)=N/C(OC(C)(C)C)=O